6-methylpyridine-3-carboxamidine hydrochloride Cl.CC1=CC=C(C=N1)C(=N)N